C(C)(C)(C)C=1C(=C(C=C(C1)CCC(=O)OCCCCCCCC)N1N=C2C(=N1)C=CC(=C2)Cl)O 2-(3'-tert-Butyl-2'-hydroxy-5'-(2-octyl-oxy-carbonyl-ethyl)phenyl)-5-chlorobenzotriazole